8-bromo-2,3-dihydrobenzo[f][1,4]oxazepin-5-amine hydrochloride Cl.BrC1=CC2=C(C(=NCCO2)N)C=C1